1-[4-(2-oxo-1-piperidinyl)phenyl]-2(1H)-pyridone O=C1N(CCCC1)C1=CC=C(C=C1)N1C(C=CC=C1)=O